(4-vinylbenzyl)oxy[ethane] C(=C)C1=CC=C(COCC)C=C1